NC(CC[Si](OCC)(OCC)OCC)C 3-aminobutyl-(triethoxysilane)